C[C@H]1[C@@H]([C@H]([C@H]([C@@H](O1)O[C@@H]2[C@H]([C@H]([C@H](O[C@H]2OC)CO)O)O)O)O)O The molecule is a methyl glycoside that consists of methyl beta-D-galactoside having an alpha-L-rhamnosyl residue at the 2-position. A core disaccharide from the Streptococcus pneumoniae type 23F capsular polysaccharide antigen. It is a disaccharide derivative, a beta-D-galactoside and a methyl glycoside.